4-(isopropylamino)-2-((1r,4r)-4-methoxycyclohexylamino)pyrimidine-5-carboxamide C(C)(C)NC1=NC(=NC=C1C(=O)N)NC1CCC(CC1)OC